C(CCCCCCCCCCC)(=O)OCCOC(NC1=C2N=CN(C2=NC(=N1)Cl)[C@@H]1O[C@@]([C@H](C1)O)(CO)C#C)=O 2-(((2-chloro-9-((2R,4S,5R)-5-ethynyl-4-hydroxy-5-(hydroxymethyl)tetrahydrofuran-2-yl)-9H-purin-6-yl)carbamoyl)oxy)ethyl dodecanoate